C(C)(=O)NCC1CCN(CC1)CC1=C(C(=NC(=C1)C1=CC(=CC(=C1)Cl)Cl)OC=1C=NC(=NC1)N1CCN(CC1)CCC(C(=O)O)C)F 4-(4-(5-((4-((4-(acetamidomethyl)piperidin-1-yl)methyl)-6-(3,5-dichlorophenyl)-3-fluoropyridin-2-yl)oxy)pyrimidin-2-yl)piperazin-1-yl)-2-methylbutanoic acid